COC1=NC=CC(=C1C=1C=C2CC(C(C2=CC1)NC(O[C@@H]1CN2CCC1CC2)=O)(C)C)OC (S)-quinuclidin-3-yl (5-(2,4-dimethoxypyridin-3-yl)-2,2-dimethyl-2,3-dihydro-1H-inden-1-yl)carbamat